ClC1=CC=2C(=C3N(CCN(C3)C(C(COCC3NCC4=CC=CC=C34)O)=O)C2N=C1)C 1-((3-(3-chloro-5-methyl-8,9-dihydropyrido[3',2':4,5]pyrrolo[1,2-a]pyrazin-7(6H)-yl)-2-hydroxy-3-oxopropoxy)methyl)isoindolin